7-((1,1-dioxidotetrahydro-2H-thiopyran-4-yl)amino)-3-(2,2,2-trifluoroethyl)benzo[b]thiophen O=S1(CCC(CC1)NC1=CC=CC2=C1SC=C2CC(F)(F)F)=O